CC1([C@H](C2=CC=C(C=C2C1)C1=CC=C(C=C1)CCC)NC(O[C@@H]1CN2CCC1CC2)=O)C (S)-quinuclidin-3-yl ((R)-2,2-dimethyl-5-(4-propylphenyl)-2,3-dihydro-1H-inden-1-yl)carbamate